N-(4-(1H-pyrrolo[2,3-b]pyridin-4-yl)phenyl)-2-(methylamino)acetamide N1C=CC=2C1=NC=CC2C2=CC=C(C=C2)NC(CNC)=O